2-o-chlorophenyl-3-hydroxy-4,5-diphenylimidazole ClC1=C(C=CC=C1)C1=NC(=C(N1O)C1=CC=CC=C1)C1=CC=CC=C1